N-[5-[2-methyl-4-[[(2S,3S)-3-methylazetidin-2-yl]methoxy]pyrazol-3-yl]pyrazolo[1,5-a]pyridin-2-yl]cyclopropanecarboxamide CN1N=CC(=C1C1=CC=2N(C=C1)N=C(C2)NC(=O)C2CC2)OC[C@H]2NC[C@@H]2C